CN[C@H]1C[C@H](N(CC1)C(=O)N1CC2(CCCC2)[C@@H](CC1)CN1C(C=C(C=C1)C1=CC=CC=C1)=O)C1=CC=CC=C1 1-(((R)-7-((2S,4R)-4-(Methylamino)-2-phenylpiperidine-1-carbonyl)-7-azaspiro[4.5]decan-10-yl)methyl)-4-phenylpyridin-2(1H)-one